(Z)-1,2-Dimethoxyprop-1-en CO\C=C(\C)/OC